ClC1=CC=C(CCl)C=C1 4-chlorobenzyl chloride